COC1=CC=C(C=C1)C1=CN=NN1 5-(4-methoxyphenyl)-1H-1,2,3-triazole